(n-butylsulfanyl)-2-butanol C(CCC)SCC(CC)O